C(C)[N+](CCCCCC)(CCCCCC)CCCCCC N-ethyl-N,N,N-trihexylammonium